5-fluoro-3-(2-(3-(4-methoxyphenyl)-4-oxothiazolidin-2-ylidene)hydrazono)indol-2-one FC=1C=C2C(C(NC2=CC1)=O)=NN=C1SCC(N1C1=CC=C(C=C1)OC)=O